FC=1C=CC(=NC1)NC1=NC=C(C(=C1)NC=1C(=C(C(=O)OCCCCCCCCCC(=O)OCC2=CC=CC=C2)C=CC1)OC)C(NC)=O 10-(benzyloxy)-10-oxodecyl 3-((2-((5-fluoropyridin-2-yl)amino)-5-(methylcarbamoyl)pyridin-4-yl)amino)-2-Methoxybenzoate